tert-butyl 2-(5-bromo-2-fluorophenyl)-2-{5-[2-(dimethylamino)ethyl]-2-oxo-4-(trifluoromethyl)pyridin-1-yl}acetate BrC=1C=CC(=C(C1)C(C(=O)OC(C)(C)C)N1C(C=C(C(=C1)CCN(C)C)C(F)(F)F)=O)F